CC=1C=C(NC=2C=3N(C=CN2)C(=CN3)C3=CC=C(OCC#CCNC(OC(C)(C)C)=O)C=C3)C=CC1C(N(CCC1CCN(CC1)C)C)=O tert-Butyl N-[4-[4-[8-[3-methyl-4-[methyl-[2-(1-methyl-4-piperidyl)ethyl]carbamoyl]anilino]imidazo[1,2-a]pyrazin-3-yl]phenoxy]but-2-ynyl]carbamate